tert-butyl (S)-(1-((5-chloro-2-(1H-tetrazol-1-yl)benzyl)amino)-1-oxopropan-2-yl)carbamate ClC=1C=CC(=C(CNC([C@H](C)NC(OC(C)(C)C)=O)=O)C1)N1N=NN=C1